cyanopentanoic acid benzothianoate S1C(CCC2=C1C=CC=C2)C(=O)O.C(#N)C(C(=O)O)CCC